CC1(C=C[C@H](CC1)C(=C)C)O (1S,5S)-2-Methyl-5-(1-methylethenyl)-cyclohexen-2-ol